ClC=1C=C(C=C(C1)Cl)N1CCN(CC1)S(=O)(=O)C1=CC(=C(C=C1)[N+](=O)[O-])F 1-(3,5-Dichlorophenyl)-4-((3-fluoro-4-nitrophenyl)sulfonyl)piperazine